ClC=1C=CC=C2C=CN(C12)C(=O)N1C[C@H](N(CC1)C=1C(=NC(=CC1)C1=C(C=CC=C1)OCC)C(=O)N[C@H]1CN(CC1)C)CC 3-[(2R)-4-(7-chloro-1H-indole-1-carbonyl)-2-ethylpiperazin-1-yl]-6-(2-ethoxyphenyl)-N-[(3R)-1-methylpyrrolidin-3-yl]pyridine-2-carboxamide